N1-[3-(benzyloxy)propyl]-N1-methyl-N2-(3-methyl-2-nitrophenyl)ethane-1,2-diamine C(C1=CC=CC=C1)OCCCN(CCNC1=C(C(=CC=C1)C)[N+](=O)[O-])C